2-(3,4,5-trifluorophenoxy)-N,N-dimethylethan-1-amine FC=1C=C(OCCN(C)C)C=C(C1F)F